4-(4-chloro-2-(1-methyl-1H-pyrazol-4-yl)phenyl)-4-hydroxy-N-methyl-2-methylenebutanamide ClC1=CC(=C(C=C1)C(CC(C(=O)NC)=C)O)C=1C=NN(C1)C